COCCNC(=O)N1CCN(CC1)C1=NC(=NC(=C1)N1CCCC1)NC1=CC2=C(C=N1)C=NN2CC=2C=NC=CC2 N-(2-methoxyethyl)-4-[2-{[1-(pyridin-3-ylmethyl)-1H-pyrazolo[4,3-c]pyridin-6-yl]amino}-6-(pyrrolidin-1-yl)pyrimidin-4-yl]piperazine-1-carboxamide